C1(=CC(=CC=C1)C1=C2C(=NO1)C=CC(=C2)C=O)C 3-(m-tolyl)benzo[c]isoxazole-5-carbaldehyde